3-(2-carboxyphenoxy)phthalic acid C(=O)(O)C1=C(OC2=C(C(C(=O)O)=CC=C2)C(=O)O)C=CC=C1